OC=1C(=C2OC=3C(C(C(C(C3C(C2=C(C1)O)C1=CC=CC=C1)=O)(C)C)=O)(C)C)C(C(CC)C)=O 6,8-dihydroxy-5-(2-methylbutyryl)-9-phenyl-2,2,4,4-tetramethyl-4,9-dihydro-1H-xanthene-1,3(2H)-dione